(2S,4R)-N-(1-(2-chloro-4-(4-methylthiazol-5-yl)phenyl)ethyl)-1-((S)-2-(4-cyclopropyl-1H-1,2,3-triazol-1-yl)-3,3-dimethylbutanoyl)-4-hydroxypyrrolidine-2-carboxamide ClC1=C(C=CC(=C1)C1=C(N=CS1)C)C(C)NC(=O)[C@H]1N(C[C@@H](C1)O)C([C@H](C(C)(C)C)N1N=NC(=C1)C1CC1)=O